(2S,4R)-1-tert-butoxycarbonyl-4-(4-cyclopropylphenyl)methyl-pyrrolidine-2-carboxylic acid C(C)(C)(C)OC(=O)N1[C@@H](C[C@H](C1)CC1=CC=C(C=C1)C1CC1)C(=O)O